2,6-difluorophenyl-8-(1-ethoxyvinyl)-1,4-dimethyl-4H-[1,2,4]triazolo[4,3-a][1,4]benzodiazepine FC1=C(C(=CC=C1)F)C1(C=2N(C3=C(C=N1)C=C(C=C3)C(=C)OCC)C(=NN2)C)C